6-{5-[(1S)-1-aminoethyl]-3-methyl-1H-1,2,4-triazol-1-yl}nicotinonitrile hydrochloride Cl.N[C@@H](C)C1=NC(=NN1C1=NC=C(C#N)C=C1)C